OC[C@@H]1N(C[C@@H]([C@H]([C@@H]1O)O)O)C[C@H]1CN(CC1)C=1C=NC=CC1C(F)(F)F (2S,3R,4R,5S)-2-(hydroxymethyl)-1-(((S)-1-(4-(trifluoromethyl)pyridin-3-yl)pyrrolidin-3-yl)methyl)piperidine-3,4,5-triol